S(=O)(=O)(OC1=CC2=C(N=NN(C2=O)CC(N[C@@H](C)C2=CC=C(C=C2)OC(F)(F)F)=O)C=C1)O (S)-4-oxo-3-(2-oxo-2-((1-(4-(trifluoromethoxy)phenyl)ethyl)amino)ethyl)-3,4-dihydrobenzo[d][1,2,3]triazin-6-yl hydrogen sulfate